3-(3-((tert-butyl-dimethylsilyl)oxy)prop-1-en-2-yl)-5-(2-fluoro-4-methoxy-5-propoxyphenyl)pyridine [Si](C)(C)(C(C)(C)C)OCC(=C)C=1C=NC=C(C1)C1=C(C=C(C(=C1)OCCC)OC)F